8-(1-(2,2-difluoroethyl)-1H-pyrazolo[3,4-b]pyrazin-6-yl)-2-(6-(trifluoromethyl)pyridin-3-yl)-2,8-diazaspiro[4.5]decan-3-one FC(CN1N=CC=2C1=NC(=CN2)N2CCC1(CC(N(C1)C=1C=NC(=CC1)C(F)(F)F)=O)CC2)F